FC(=CC1CC(N(C1)CN1C=NC=C1)=O)F 4-(2,2-difluorovinyl)-1-(1H-imidazol-1-ylmethyl)pyrrolidin-2-one